CN(CCCNS(=O)(=O)C(C(C(C(F)(F)F)(F)F)(F)F)(F)F)C N-[3-(dimethylamino)propyl]perfluorobutanesulfonamide